(E)-2-(2-(6-bis(4-methoxyphenyl)amino-2,3-dihydro-1H-xanthen-4-yl)vinyl)-1-ethyl-3,3-dimethyl-3H-indol-1-ium iodide [I-].COC1=CC=C(C=C1)N(C=1C=C2OC3=C(CCCC3=CC2=CC1)/C=C/C1=[N+](C2=CC=CC=C2C1(C)C)CC)C1=CC=C(C=C1)OC